ClP1O[C@H](C2N1CCC2)CS(=O)(=O)C2=CC=C(C=C2)C (3R)-1-chloro-3-[(4-methylbenzene-1-sulfonyl)methyl]tetrahydro-1H,3H-pyrrolo[1,2-c][1,3,2]oxazaphosphole